C12OCC(C1)(C2)N2N=C1N=C(C=NC1=C2)C2=C(C=C(C=C2C)C(F)(F)F)O 2-(2-(2-oxabicyclo[2.1.1]hexan-4-yl)-2H-pyrazolo[3,4-b]pyrazin-6-yl)-3-methyl-5-(trifluoromethyl)phenol